FC1=CC(=C(C=C1C=1C=NN(C1)CCN1CCOCC1)NC(=O)C1=CNC(C=C1C(F)(F)F)=O)N1C[C@H](N(CC1)C)C |r| N-[4-fluoro-5-[1-(2-morpholin-4-ylethyl)pyrazol-4-yl]-2-[rac-(3R)-3,4-dimethylpiperazin-1-yl]phenyl]-6-oxo-4-(trifluoromethyl)-1H-pyridine-3-carboxamide